9-n-butoxycarbonyltetracyclo[6.2.1.13,6.02,7]Dodec-4-ene C(CCC)OC(=O)C1C2C3C4C=CC(C3C(C1)C2)C4